2-hydroxy dimethyl succinate COC(=O)CCC(=O)OCO